methyl (E)-2-[2-(bromomethyl)-3-methyl-phenyl]-3-methoxy-prop-2-enoate BrCC1=C(C=CC=C1C)/C(/C(=O)OC)=C\OC